C1(CCCC1)NC1=CC=C(C=C1)[C@@H]1N(CCC[C@@H]1C(=O)NC1=CC(=C(C=C1)C)C(F)(F)F)C1=NC=NC=C1 (2R,3S)-2-(4-(cyclopentylamino)phenyl)-N-(4-methyl-3-(trifluoromethyl)phenyl)-1-(pyrimidin-4-yl)piperidine-3-carboxamide